C(#N)C1=CC(=C(COC2=NC(=NC=C2)C2CCN(CC2)C(=O)OC(C)(C)C)C=C1)F tert-butyl 4-(4-((4-cyano-2-fluorobenzyl)oxy)pyrimidin-2-yl)piperidine-1-carboxylate